NC=1C(=NC(=C(N1)F)C1=CC(=C(C=C1)O)CN(C)C)C=1C=C2C(=CNC(C2=CC1)=O)F 6-(3-amino-6-(3-((dimethylamino)methyl)-4-hydroxyphenyl)-5-fluoropyrazin-2-yl)-4-fluoroisoquinolin-1(2H)-one